((S)-2-cyano-1-(4-(ethylsulfonyl)phenyl)ethyl)-2-((2S,4S)-2-((difluoromethoxy)methyl)-4-((4-(trifluoromethyl)cyclohexyl)oxy)pyrrolidin-1-yl)thiazole-5-carboxamide C(#N)C[C@@H](C1=CC=C(C=C1)S(=O)(=O)CC)C=1N=C(SC1C(=O)N)N1[C@@H](C[C@@H](C1)OC1CCC(CC1)C(F)(F)F)COC(F)F